N1(CCC1)C1=NC(=C(C(=N1)OC1CCC1)Br)CCCCCCCCCCCCCC Azetidin-1-yl-5-bromo-4-cyclobutanoxy-6-tetradecylpyrimidine